tert-butyl 4-(2-((1-benzylpiperidin-4-yl)oxy)ethyl)piperazine-1-carboxylate C(C1=CC=CC=C1)N1CCC(CC1)OCCN1CCN(CC1)C(=O)OC(C)(C)C